2,4-dibenzyl-6-(4-fluorophenyl)-1,2,4-triazine-3,5(2H,4H)-dione C(C1=CC=CC=C1)N1N=C(C(N(C1=O)CC1=CC=CC=C1)=O)C1=CC=C(C=C1)F